ClC=1C=C2C=NN(C2=C(C1C)C1=C2C(=NC(=C1F)N1CC3(CN(C3)C(C=C)=O)CC1)CC(OC2)(C)C)C (P)-1-(6-(4-(5-chloro-1,6-dimethyl-1H-indazol-7-yl)-3-fluoro-7,7-dimethyl-7,8-dihydro-5H-pyrano[4,3-b]pyridin-2-yl)-2,6-diazaspiro[3.4]octan-2-yl)-2-propen-1-one